4-(pyrimidin-5-yl)-2-chloropyrimidine N1=CN=CC(=C1)C1=NC(=NC=C1)Cl